C(C(C)C)C(C(=O)O)CCCCC(C(=O)O)CC(C)C 2,7-diisobutyl-suberic acid